ClC1=NN(C(=C1[N+](=O)[O-])C1=C2N(N=C1)CCN2C(=O)OC(C)(C)C)COCC[Si](C)(C)C tert-butyl 7-(3-chloro-4-nitro-1-((2-(trimethylsilyl)ethoxy)methyl)-1H-pyrazol-5-yl)-2,3-dihydro-1H-imidazo[1,2-b]pyrazole-1-carboxylate